Cl.CN(CC1=C(C(=CC(=C1)Br)Br)N)C1CCCCC1 N-methyl-N-cyclohexyl-2-amino-3,5-dibromophenylmethanamine hydrochloride